(Z)-4-(((1R,3S)-3-amino-2,2,3-trimethylcyclopentyl)amino)-6-bromo-N'-(2-ethyl-4-hydroxyphenyl)pyrrolo[1,2-b]pyridazine-3-carboximidamide N[C@@]1(C([C@@H](CC1)NC=1C=2N(N=CC1/C(/N)=N/C1=C(C=C(C=C1)O)CC)C=C(C2)Br)(C)C)C